C(C)NC(OOC1=CC2=C(C(C(O2)=CC2=CC(=C(C=C2)OC2=C(C=C(C=C2)C#N)C(F)(F)F)OC)=O)C(=C1)C(C)(C)C)=O (tert-butyl 2-(4-(4-cyano-2-(trifluoromethyl) phenoxy)-3-methoxybenzylidene)-3-oxo-2,3-dihydrobenzofuran-6-yloxy) ethylcarbamate